The molecule is a pentahydroxyflavanone that is the 2,3-dihydro derivative of quercetin. It is a pentahydroxyflavanone, a member of dihydroflavonols, a member of 3'-hydroxyflavanones, a secondary alpha-hydroxy ketone and a member of 4'-hydroxyflavanones. It derives from a quercetin. C1=CC(=C(C=C1C2C(C(=O)C3=C(C=C(C=C3O2)O)O)O)O)O